CCCOCC(C)O Propylene Glycol n-Propyl Ether